FC(CNC)(C)F 2,2-difluoro-N-methylpropan-1-amine